1-((S)-4-((2R,3R)-1-(6-(4-(1,4-dimethyl-1H-pyrazol-5-yl)piperidin-1-yl)-2-(trifluoromethyl)pyrimidin-4-yl)-2-methylazetidin-3-yl)-2-(fluoromethyl)piperazin-1-yl)prop-2-en-1-one CN1N=CC(=C1C1CCN(CC1)C1=CC(=NC(=N1)C(F)(F)F)N1[C@@H]([C@@H](C1)N1C[C@H](N(CC1)C(C=C)=O)CF)C)C